C(C)OC(C(C#N)=NOC1=CC=C(C=C1)C)=O (4-tolyloxy)imino-α-cyanoacetic acid ethyl ester